(1R,3R,4R)-4-bromo-3-((tert-butyldimethylsilyl)oxy)cyclohexyl-formic acid Br[C@H]1[C@@H](C[C@@H](CC1)C(=O)O)O[Si](C)(C)C(C)(C)C